C(CCC)C1(CSC2=C(N(C1=O)C1=CC=CC=C1)C=C(C(=C2)OC)I)C 3-butyl-7-iodo-8-methoxy-3-methyl-5-phenyl-2,3-dihydro-1,5-benzothiazepine-4(5H)-one